4-(2-Cyclohexylethoxy)-N-(4-hydroxy-3-(methylsulfonyl)phenyl)benzamide C1(CCCCC1)CCOC1=CC=C(C(=O)NC2=CC(=C(C=C2)O)S(=O)(=O)C)C=C1